FC(C(=O)[O-])(F)F.FC1=CC=C(C(=O)NC(C)C2=[NH+]C=3CCCN(C3C=C2)C(C2=NC(=CC=C2)C)=O)C=C1 2-(1-(4-fluorobenzamido)ethyl)-5-(6-methylpicolinoyl)-5,6,7,8-tetrahydro-1,5-naphthyridin-1-ium 2,2,2-trifluoroacetate